[N+](=O)([O-])C1=CC=C(COC(C(C([C@H](C)[C@H]2NC([C@@H]2[C@@H](C)N2N=NN=C2)=O)=O)=[N+]=[N-])=O)C=C1 (R)-4-((2R,3S)-3-((R)-1-(1H-tetrazol-1-yl)ethyl)-4-oxoazetidin-2-yl)-2-diazo-3-oxopentanoic acid 4-nitrobenzyl ester